C(#C)S(=O)(=O)C1=CC=C(C=C1)F 1-(ethynylsulfonyl)-4-fluorobenzene